(S)-(R)-3-(3,4-dimethoxyphenyl)-1-(3-hydroxyphenyl)propyl 1-((S)-2-cyclohexyl-2-(4-(2-hydroxyethoxy)-3,5-dimethoxyphenyl)acetyl)piperidine-2-carboxylate C1(CCCCC1)[C@H](C(=O)N1[C@H](CCCC1)C(=O)O[C@@H](CCC1=CC(=C(C=C1)OC)OC)C1=CC(=CC=C1)O)C1=CC(=C(C(=C1)OC)OCCO)OC